5-bromo-2-(methanesulfonylmethyl)pyridine BrC=1C=CC(=NC1)CS(=O)(=O)C